(3-bromo-benzyl)-proline BrC=1C=C(CN2[C@@H](CCC2)C(=O)O)C=CC1